(5R,8S,9S)-N-(3,4-dichlorophenyl)-9-fluoro-6,7,8,9-tetrahydro-5H-5,8-epiminocyclohepta[d]-pyrimidine-10-carboxamide ClC=1C=C(C=CC1Cl)NC(=O)N1[C@@H]2CC[C@H]1[C@@H](C=1N=CN=CC12)F